5-nitrodopamine [N+](=O)([O-])C=1C(=C(C=C(CCN)C1)O)O